3-benzyl 8-tert-butyl (1S,2S,5R)-2-formyl-3,8-diazabicyclo[3.2.1]octane-3,8-dicarboxylate C(=O)[C@@H]1[C@@H]2CC[C@H](CN1C(=O)OCC1=CC=CC=C1)N2C(=O)OC(C)(C)C